CC=1SC(=CN1)N1CC2=CC(=CC(=C2CC1)C=1NC=CC1)C=1C=C2C(=NC1)NC=C2C (S)-2-methyl-5-(7-(3-methyl-1H-pyrrolo[2,3-b]pyridin-5-yl)-5-(pyrrol-2-yl)-3,4-dihydroisoquinolin-2(1H)-yl)thiazole